6-(1-((2-fluoroethyl)amino)-3-(4-((4-(morpholinomethyl)phenyl)thio)phenyl)propan-2-yl)-5-hydroxypyrimidin-4(3H)-one FCCNCC(CC1=CC=C(C=C1)SC1=CC=C(C=C1)CN1CCOCC1)C1=C(C(NC=N1)=O)O